3-((1r,4r)-4-(2-Fluoro-6-methylphenyl)cyclohexyl)-7-methyl-1-((3-(trifluoromethyl)pyrazin-2-yl)methyl)-1,8-naphthyridin-2(1H)-one FC1=C(C(=CC=C1)C)C1CCC(CC1)C=1C(N(C2=NC(=CC=C2C1)C)CC1=NC=CN=C1C(F)(F)F)=O